BrC=C[Si](C)(C)C (2-Bromovinyl)trimethylsilan